COC1=CC=C(C=C1)C1=NOC(=N1)N1CCN(CC1)C(=O)C1CN(CCC1)C(=O)OC(C)(C)C tertbutyl 3-(4-(3-(4-methoxyphenyl)-1,2,4-oxadiazol-5-yl)piperazine-1-carbonyl)piperidine-1-carboxylate